OC1=CC=C(CC2=C(NC=3N(C2=O)N=C(C3N3CCCCC3)C3=CC=CC=C3)C)C=C1 6-(4-hydroxybenzyl)-5-methyl-2-phenyl-3-(piperidin-1-yl)pyrazolo[1,5-a]pyrimidin-7(4H)-one